C1(CC1)[C@H](C(=O)N(C)OC)NC(OC(C)(C)C)=O tert-butyl {(1R)-1-cyclopropyl-2-[methoxy(methyl)amino]-2-oxoethyl}carbamate